C(C1=CC=CC=C1)N1CC=2C(=C(N=C(C2CC1)N1CCN(CC1)C(=O)OC(C)(C)C)OS(=O)(=O)C)C#N tert-butyl 4-(6-benzyl-4-cyano-3-((methylsulfonyl)oxy)-5,6,7,8-tetrahydro-2,6-naphthyridin-1-yl)piperazine-1-carboxylate